C(C1=CC=CC=C1)NC=1N(C2=C(N(S(C(C2=O)C2=CC=C(C=C2)Cl)(=O)=O)CC)N1)C1=CC=CC=C1 6-(benzylamino)-3-(4-chlorophenyl)-1-ethyl-5-phenyl-3,5-dihydroimidazo[4,5-c][1,2]thiazin-4(1H)-one 2,2-Dioxide